(4-(1-(2,2-difluoroethyl)-2-(trifluoromethyl)-1H-imidazo[4,5-c]pyridin-4-yl)-2-fluorophenyl)(1,4-oxazepan-4-yl)methanone FC(CN1C(=NC=2C(=NC=CC21)C2=CC(=C(C=C2)C(=O)N2CCOCCC2)F)C(F)(F)F)F